(2S,3S,4S)-5-chloro-6-fluoro-2-((((trans-4-hydroxy-4-methylcyclohexyl)amino)methyl)-3-methyl-2-phenyl-2,3-dihydrobenzofuran-4-yl)-5-fluoro-6-(2-hydroxyethoxy)nicotinamide ClC1(C(N=C(C(C(=O)N)=C1)C1=CC=CC2=C1[C@@H]([C@](O2)(C2=CC=CC=C2)CNC2CCC(CC2)(C)O)C)(OCCO)F)F